BrCCCCC(=O)NC=1C=C(C=CC1C1=NC=CC(=C1)C(O)C1=NC=C(C=C1)Cl)NC(OC)=O Methyl (3-(5-bromopentanamido)-4-(4-((5-chloropyridin-2-yl)(hydroxy)methyl)pyridin-2-yl)phenyl)carbamate